tert-butyl (E)-5-amino-4-(4-(4-ethoxy-3-methyl-4-oxobut-2-en-2-yl)-1-oxoisoindolin-2-yl)-5-oxopentanoate NC(C(CCC(=O)OC(C)(C)C)N1C(C2=CC=CC(=C2C1)\C(\C)=C(\C(=O)OCC)/C)=O)=O